4-{4-[(3-chlorophenoxy)methyl]piperidin-1-yl}-1-methyl-2-oxo-1,2-dihydroquinoline-3-carbonitrile ClC=1C=C(OCC2CCN(CC2)C2=C(C(N(C3=CC=CC=C23)C)=O)C#N)C=CC1